(S)-4-((R)-4-benzyl-2-oxooxazolidin-3-yl)-3-((benzyl-oxy)methyl)-4-oxobutanal C(C1=CC=CC=C1)[C@H]1N(C(OC1)=O)C([C@@H](CC=O)COCC1=CC=CC=C1)=O